1-[1-[1-(azetidin-3-yl)azetidin-3-yl]-4-piperidinyl]-3-(4-phenoxyphenyl)pyridine N1CC(C1)N1CC(C1)N1CCC(CC1)N1CC(=CC=C1)C1=CC=C(C=C1)OC1=CC=CC=C1